1,25-dibromo-12-pentacosene BrCCCCCCCCCCCC=CCCCCCCCCCCCCBr